NC(CCC1CC1)(C1=NC=CC=C1)C=1C=CC(=C(C1)NC(=O)[C@@H]1N(C[C@](C1)(C1=CC=CC=C1)O)C(=O)NC1=NC=C(C=C1)Cl)F (2r,4s)-N2-(5-((+)-1-amino-3-cyclopropyl-1-(pyridin-2-yl)propyl)-2-fluorophenyl)-N1-(5-chloropyridin-2-yl)-4-hydroxy-4-phenylpyrrolidine-1,2-dicarboxamide